NC1=C(C(=NC=2N1N=C(C2CC2CCC2)C)S(=O)(=O)C)C#N amino-3-(cyclobutylmethyl)-2-methyl-5-(methylsulfonyl)pyrazolo[1,5-a]pyrimidine-6-carbonitrile